vinyl decanate C(CCCCCCCCC)(=O)OC=C